C(C)C1=NC(=NO1)C=1C=C2CC[C@H](C2=CC1)NC(=O)C1=CC=NO1 (R)-N-(5-(5-ethyl-1,2,4-oxadiazol-3-yl)-2,3-dihydro-1H-inden-1-yl)isoxazole-5-carboxamide